tert-butyl 8-[3-fluoro-4-[(9S)-4,5,9,13-tetramethyl-3-thia-1,8,11,12-tetrazatricyclo[8.3.0.02,6]trideca-2(6),4,7,10,12-pentaen-7-yl]phenyl]-2,8-diazaspiro[4.5]decane-2-carboxylate FC=1C=C(C=CC1C=1C=2C(=C(SC2N2C(=NN=C2[C@@H](N1)C)C)C)C)N1CCC2(CCN(C2)C(=O)OC(C)(C)C)CC1